CC1=C(C=2C(=NC=CC2)N1S(=O)(=O)C1=CC=C(C)C=C1)C1=NC(=CC(=N1)NC1C(C2CCC1CC2)C(=O)OC)C2=CC=CC=C2 (+/-)-trans-methyl 3-((2-(2-methyl-1-tosyl-1H-pyrrolo[2,3-b]pyridin-3-yl)-6-phenylpyrimidin-4-yl)amino)bicyclo[2.2.2]octane-2-carboxylate